(S)-(3-((1-(3-chloro-6-(2-(diisopropylcarbamoyl)-4-fluorophenoxy)-1,2,4-triazin-5-yl)pyrrolidin-3-yl)methyl)-3-azaspiro[5.5]undecan-9-yl)benzyl carbamate C(N)(O[C@H](C1=CC=CC=C1)C1CCC2(CCN(CC2)CC2CN(CC2)C=2N=C(N=NC2OC2=C(C=C(C=C2)F)C(N(C(C)C)C(C)C)=O)Cl)CC1)=O